2-Chloro-8-methyl-6-(2-(3-methylbenzylidene)hydrazinyl)-9-phenyl-9H-purine ClC1=NC(=C2N=C(N(C2=N1)C1=CC=CC=C1)C)NN=CC1=CC(=CC=C1)C